(R)-6-(4-aminophenyl)-4,5-dihydro-5-methyl-3(2H)-pyridazinone NC1=CC=C(C=C1)C=1[C@@H](CC(NN1)=O)C